6-(tert-butyl-dithio)hexanoic acid C(C)(C)(C)SSCCCCCC(=O)O